C(CCC)N(C1CC(NC(C1)(C)C)(C)C)C1=NC(=NC(=N1)N(CCCC)C1CC(NC(C1)(C)C)(C)C)NCCCN(CCNCCCNC1=NC(=NC(=N1)N(CCCC)C1CC(NC(C1)(C)C)(C)C)N(CCCC)C1CC(NC(C1)(C)C)(C)C)C1=NC(=NC(=N1)N(CCCC)C1CC(NC(C1)(C)C)(C)C)N(CCCC)C1CC(NC(C1)(C)C)(C)C N,N',4-tris[4,6-Bis(N-butyl-N-(2,2,6,6-tetramethyl-4-piperidyl)amino)-1,3,5-triazine-2-yl]-4,7-diazadecan-1,10-Diamine